N12CCN(C(CC1)CC2)C=2C=CC1=C(N(C([C@@H](CC1)NC(=O)C1=NNC(=N1)CC1=CC=CC=C1)=O)C)C2 |r| (±)-N-(8-(1,4-diazabicyclo[3.2.2]nonan-4-yl)-1-methyl-2-oxo-2,3,4,5-tetrahydro-1H-benzo[b]azepin-3-yl)-5-benzyl-1H-1,2,4-triazole-3-carboxamide